3-(Propan-2-ylidene)indolin-2-one CC(C)=C1C(NC2=CC=CC=C12)=O